C1(C=CC=CC=C1)C#CCN(S(=O)(=O)C1=CC=C(C=C1)C)CC#CC1=CC=CC=C1 N-[3-(cyclohepta-2,4,6-trienyl)prop-2-ynyl]-4-methyl-N-(3-phenylprop-2-ynyl)benzenesulfonamide